ClC=1C=C(C(=NC1)OC=1C=C(C(=CC1)C)C#N)F 4-((5-chloro-3-fluoropyridin-2-yl)oxy)-2-tolunitrile